(S)-3-(3-(1-(azetidin-1-yl)-2,3-dihydro-1H-inden-5-yl)-5-(1H-pyrazol-1-yl)-3H-imidazo[4,5-b]pyridin-2-yl)pyridin-2-amine N1(CCC1)[C@H]1CCC2=CC(=CC=C12)N1C(=NC=2C1=NC(=CC2)N2N=CC=C2)C=2C(=NC=CC2)N